dimagnesium hydroxide [OH-].[Mg+2].[Mg+2].[OH-].[OH-].[OH-]